L-glycine tert-butyl ester C(C)(C)(C)OC(CN)=O